3-(3-((6-fluoropyridin-2-yl)methyl)isoxazol-5-yl)pyridin-2-amine FC1=CC=CC(=N1)CC1=NOC(=C1)C=1C(=NC=CC1)N